O[C@@H]1C[C@H](N(C1)C(=O)[C@H](C(C)(C)C)NC(CCCCCCCCCCCC(=O)O)=O)C(NCC1=CC=C(C=C1)C1=C(N=CS1)C)=O 13-[[(1S)-1-[(2S,4R)-4-hydroxy-2-[[4-(4-methylthiazol-5-yl)phenyl]methylcarbamoyl]pyrrolidine-1-carbonyl]-2,2-dimethyl-propyl]amino]-13-oxo-tridecanoic acid